1-(5-methyl-2-((tetrahydro-2H-pyran-4-yl)amino)pyrimidin-4-yl)-1H-imidazole-4-carboxylic acid CC=1C(=NC(=NC1)NC1CCOCC1)N1C=NC(=C1)C(=O)O